2-amino-3-methyl-N-(((3S,4S)-3-methyltetrahydro-2H-pyran-4-yl)methyl)-N-((5-(trifluoromethyl)-2-pyridinyl)methyl)-6-quinolinecarboxamide NC1=NC2=CC=C(C=C2C=C1C)C(=O)N(CC1=NC=C(C=C1)C(F)(F)F)C[C@@H]1[C@@H](COCC1)C